2-(tert-Butoxycarbonyl)-N6-(4-(5-methylfuran-2-yl)-2H-1,2,3-triazole-2-carbonyl)-L-lysine tert-butyl ester C(C)(C)(C)OC(C(N)(CCCCNC(=O)N1N=CC(=N1)C=1OC(=CC1)C)C(=O)OC(C)(C)C)=O